4-(4-(pyrimidin-5-yloxy)phenyl)piperidin-1-ium chloride [Cl-].N1=CN=CC(=C1)OC1=CC=C(C=C1)C1CC[NH2+]CC1